C(C)OC(=O)C=1N(C=CC(C1)=O)NC(=O)OC(C)(C)C 1-((tert-butoxycarbonyl)amino)-4-oxo-1,4-dihydropyridine-2-carboxylic acid ethyl ester